cobalt tris(2,4-pentanedione) CC(CC(C)=O)=O.CC(CC(C)=O)=O.CC(CC(C)=O)=O.[Co]